O[Ti](OC(C)C)(O)O trihydroxyisopropoxytitanium